C1(=CC=C(C=C1)CN1N=CC2=CC=CC(=C12)C(=O)NC1CC2(CC(C2)C(=O)O)C1)C1=CC=CC=C1 6-(1-([1,1'-biphenyl]-4-ylmethyl)-1H-indazole-7-carboxamido)spiro[3.3]heptane-2-carboxylic acid